Cl.O1C=NC2=C1C=CC(=C2)OC(C2=CC=C(C=C2)NC(=N)N)=O benzo[d]oxazol-5-yl-4-guanidinobenzoate hydrochloride